6-bromo-4-[4-(1-ethyl-3-methyl-1H-pyrazol-5-yl)-1,3-thiazol-2-yl]-1-methyl-1H-indazole BrC1=CC(=C2C=NN(C2=C1)C)C=1SC=C(N1)C1=CC(=NN1CC)C